3-benzyl-5-(benzyloxy)-2,3-dihydro-1H-pyrido[2,1-f][1,2,4]triazine-4,6-dione C(C1=CC=CC=C1)N1CNN2C(C1=O)=C(C(C=C2)=O)OCC2=CC=CC=C2